1-(2-Chloropyridin-4-yl)azetidin-3-ol ClC1=NC=CC(=C1)N1CC(C1)O